NC1=C(C2=C(S1)C=CC=C2Br)C#N 2-amino-4-bromobenzo[b]thiophene-3-carbonitrile